(3R,4R)-4-((7-cyclopropylpyrrolo[2,1-f][1,2,4]triazin-2-yl)amino)-1-(methylsulfonyl)piperidin-3-ol C1(CC1)C1=CC=C2C=NC(=NN21)N[C@H]2[C@@H](CN(CC2)S(=O)(=O)C)O